C(C1=CC=CC=C1)(=O)NC=1C=C(C=CC1)NC(=O)N1CCN(CC1)C=1N=NC=CC1 N-(3-benzoylaminophenyl)-4-(pyridazin-3-yl)piperazine-1-carboxamide